COC1=C(C=CC=C1)[C@@](C1=CC=C(C=C1)O)(C=1NC=2CCCCC2C1)C1=CC=CC=C1 (R)-4-((2-methoxyphenyl)(phenyl)(4,5,6,7-tetrahydro-1H-indol-2-yl)methyl)phenol